tert-butyl N-[(E)-3-methylsulfonylallyl]carbamate CS(=O)(=O)/C=C/CNC(OC(C)(C)C)=O